[H-].[Na+].BrC1=CC2=CN(N=C2C=C1OC)C1CCC2(COCC(N2C)=O)CC1 9-(5-Bromo-6-methoxy-2H-indazol-2-yl)-1-methyl-4-oxa-1-azaspiro[5.5]undecan-2-one Sodium hydride